7-((diphenylmethylene)amino)-1-(isopropylamino)-2,6-naphthyridine-3-carbaldehyde C1(=CC=CC=C1)C(C1=CC=CC=C1)=NC1=NC=C2C=C(N=C(C2=C1)NC(C)C)C=O